NCC(COCC(C(CO)CC)O)(CC)CN (2,2-bis(aminomethyl)butoxy)methyl-2-ethylpropane-1,3-diol